(R)-N-(5-(5-cyclopropyl-1,2,4-oxadiazol-3-yl)-2,3-dihydro-1H-inden-1-yl)-3-methyl-1H-pyrazole-4-carboxamide C1(CC1)C1=NC(=NO1)C=1C=C2CC[C@H](C2=CC1)NC(=O)C=1C(=NNC1)C